C(#N)N[C@H]1C[C@@H](CC1)C(=O)NC=1SC(=CN1)C1CCOCC1 (1R,3R)-3-(cyanoamino)-N-[5-(oxan-4-yl)-1,3-thiazol-2-yl]cyclopentane-1-carboxamide